OC[C@@]1(OC2=C(C1)C=C(C(=C2)N2CCOCC2)NC(=O)C2=CC=C1N2N=CC=C1)C |r| N-[rac-(2R)-2-(hydroxymethyl)-2-methyl-6-morpholino-3H-benzofuran-5-yl]pyrrolo[1,2-b]pyridazine-7-carboxamide